C(#N)C1=CC=C(C=C1)[C@@H](CN[C@@H]([C@@H]1CNC2=C(O1)N=CC(=C2)C(=O)NCC)C2=CC=CC=C2)C (S)-3-((R)-(((S)-2-(4-cyanophenyl)propyl)amino)(phenyl)methyl)-N-ethyl-2,3-dihydro-1H-pyrido[2,3-b][1,4]oxazine-7-carboxamide